OC1=NC(=CC=2N1C=CC2)C(=O)OC methyl 1-hydroxypyrrolo[1,2-c]pyrimidine-3-carboxylate